ClC1=NC=C(C(=N1)Cl)O 2,4-Dichloropyrimidine-5-ol